NCCOCCOCCOCCOCCOCCOCCOCCOCCN1N=NC(=C1)CCCC=1C2=C(N=C(N1)SC)CNC2=O (3-(1-(26-amino-3,6,9,12,15,18,21,24-octaoxahexacosyl)-1H-1,2,3-triazol-4-yl)propyl)-2-(methylthio)-6,7-dihydro-5H-pyrrolo[3,4-d]pyrimidin-5-one